C(C)(C)(C)OC(=O)N[C@H](C(=O)OC)CCCN1C(C2C3(C(=C(C(C2(C1=O)Br)(C3=O)C)C3=CC=CC=C3)C3=CC=CC=C3)C)=O Methyl (2S)-2-tert-butoxycarbonylamino-5-(3a-bromo-4,7-dimethyl-1,3,8-trioxo-5,6-diphenyl-1,3,3a,4,7,7a-hexahydro-2H-4,7-methanoisoindol-2-yl)pentanoate